FC(C1(CC=C(C=C1)C1=CC=CC=C1)C(=O)N)(F)F 4-(trifluoromethyl)-[1,1'-biphenyl]-4-carboxamide